COC1=CC=C(C(=O)N2C(CCC2)=O)C=C1 1-(4-methoxybenzoyl)pyrrolidine-2-one